tert-butyl 8-chloro-3-oxa-12-azatricyclo[7.4.1.05,14]tetradeca-5(14),6,8-triene-12-carboxylate ClC=1C=CC=2COCC3CN(CCC1C32)C(=O)OC(C)(C)C